(R)-5-(2-(3-(2-ethoxy-1,1,1,3,3,3-hexafluoropropan-2-yl)-1-(2-(pyridin-2-yl)propan-2-yl)pyrrolidin-3-yl)ethyl)thiophene-2-carbonitrile C(C)OC(C(F)(F)F)(C(F)(F)F)[C@]1(CN(CC1)C(C)(C)C1=NC=CC=C1)CCC1=CC=C(S1)C#N